BrC(C(=O)NNC1=NC=C(N=C1)C=1C=NC(=CC1)OC(C(C)C)C(F)(F)F)(F)F 2-bromo-2,2-difluoro-N'-[5-[6-[2-methyl-1-(trifluoromethyl)propoxy]-3-pyridyl]pyrazin-2-yl]acetohydrazide